allyl-3-(5-amino-1H-pyrazol-3-yl)pyrrolidine-1-carboxylate C(C=C)OC(=O)N1CC(CC1)C1=NNC(=C1)N